COC=1C=C(C=CC1OC)C1=C(C=2N=C(N=CC2N1)C=1OC(=NN1)[C@H]1CNCCC1)CC (R)-2-(6-(3,4-dimethoxyphenyl)-7-ethyl-5H-pyrrolo[3,2-d]pyrimidin-2-yl)-5-(piperidin-3-yl)-1,3,4-oxadiazole